3-(4-(4-amino-3-(4-(4-(trifluoromethyl)phenoxy)phenyl)-1H-pyrazolo[3,4-d]pyrimidin-1-yl)-[1,4'-bipiperidine]-1'-yl)azetidine-1-carboxylic acid tert-butyl ester C(C)(C)(C)OC(=O)N1CC(C1)N1CCC(CC1)N1CCC(CC1)N1N=C(C=2C1=NC=NC2N)C2=CC=C(C=C2)OC2=CC=C(C=C2)C(F)(F)F